5-chloro-4-(cyclopentylmethoxy)-2-fluoro-N-(((3aR,6aS)-hexahydro-cyclopenta[b]pyrrol-1(2H)-yl)sulfonyl)benzamide ClC=1C(=CC(=C(C(=O)NS(=O)(=O)N2[C@@H]3[C@@H](CC2)CCC3)C1)F)OCC1CCCC1